C(CCCC)C(N)=S pentane-1-carbothioamide